2,2-bis[3-amino-4-methylphenyl]hexafluoropropane NC=1C=C(C=CC1C)C(C(F)(F)F)(C(F)(F)F)C1=CC(=C(C=C1)C)N